(R)-1-hydroxypropan-2-yl hydrogen ((R)-3-hydroxy-2-(5-(4-methoxy-3-propoxyphenyl) pyridin-3-yl)propyl)boronate OC[C@H](CB(O[C@@H](CO)C)O)C=1C=NC=C(C1)C1=CC(=C(C=C1)OC)OCCC